3-methyl-1-cyclohexene CC1C=CCCC1